tert-Butyl (R)-5-methoxy-4-((2-(4-(methoxycarbonyl)phenyl)-4-methyl-3-oxopiperazin-1-yl)methyl)-7-methyl-1H-indole-1-carboxylate COC=1C(=C2C=CN(C2=C(C1)C)C(=O)OC(C)(C)C)CN1[C@@H](C(N(CC1)C)=O)C1=CC=C(C=C1)C(=O)OC